FC(CC(C(C)O)NC(OC(C)(C)C)=O)(F)F tert-Butyl (1,1,1-trifluoro-4-hydroxypentan-3-yl)carbamate